C(C)(C)(C)[Si](C1=CC=CC=C1)(C1=CC=CC=C1)OC(CCCCCCC\C=C/CCCCCCCC)CCCCCCC\C=C/CCCCCCCC tert-Butyl(((9Z,26Z)-pentatriaconta-9,26-dien-18-yl)oxy)diphenylsilane